2-[4-[(6R)-1,8-diazaspiro[5.5]undecan-8-yl]-1H-pyrrolo[2,3-b]pyridin-3-yl]thiazole N1CCCC[C@@]12CN(CCC2)C2=C1C(=NC=C2)NC=C1C=1SC=CN1